7-methyl-5-(5-methylisoxazol-3-yl)pyrazolo[1,5-a]Pyrimidine-3-carboxylic acid CC1=CC(=NC=2N1N=CC2C(=O)O)C2=NOC(=C2)C